CC1(CC2(CO2)CCC12OCCO2)C 5,5-dimethyl-1,7,10-trioxadispiro[2.2.46.23]Dodecane